tert-butyl 4-([1,1'-biphenyl]-2-yl)-2-methylquinoline-6-carboxylate C1(=C(C=CC=C1)C1=CC(=NC2=CC=C(C=C12)C(=O)OC(C)(C)C)C)C1=CC=CC=C1